6-oximino-1-hexanoic acid methyl ester COC(CCCCC=NO)=O